CN(C(OC(C)(C)C)=O)CC1=CC(=C(C=C1)C(N[C@H](C)C1=CC(=NC2=CC=CC=C12)C=1C=NN(C1)C)=O)C tert-butyl (R)-methyl(3-methyl-4-((1-(2-(1-methyl-1H-pyrazol-4-yl)quinolin-4-yl)ethyl)carbamoyl)benzyl)carbamate